COC(=O)C=1N(C2=CC=C(C(=C2C1C)C=1C(=NN2C1CCCC2)CO)Cl)CCC(=O)OC 5-chloro-4-(2-(hydroxymethyl)-4,5,6,7-tetrahydropyrazolo[1,5-a]pyridin-3-yl)-1-(3-methoxy-3-oxopropyl)-3-methyl-1H-indole-2-carboxylic acid methyl ester